tert-butyl 1-((methylamino)methyl)-3-trityl-3,8-diazabicyclo[3.2.1]octane-8-carboxylate CNCC12CN(CC(CC1)N2C(=O)OC(C)(C)C)C(C2=CC=CC=C2)(C2=CC=CC=C2)C2=CC=CC=C2